niobium-antimony-molybdenum-boron [B].[Mo].[Sb].[Nb]